(R)-N-[[4-(1,2-dihydroxyethyl)-1-(4-(trifluoromethoxy)phenyl)-1H-pyrazolo[3,4-b]pyridin-3-yl]methyl]acrylamide O[C@@H](CO)C1=C2C(=NC=C1)N(N=C2CNC(C=C)=O)C2=CC=C(C=C2)OC(F)(F)F